C(#N)C1=CC=2N(N=C1)C(=CC2)C2=NC=C(C(=O)NC[C@H](C(C)(C)O)F)C(=C2)NC21COC(CC2)(CC1)C=1OC(=NN1)C (R)-6-(3-cyanopyrrolo[1,2-b]pyridazin-7-yl)-N-(2-fluoro-3-hydroxy-3-methylbutyl)-4-((1-(5-methyl-1,3,4-oxadiazol-2-yl)-2-oxabicyclo[2.2.2]octan-4-yl)amino)nicotinamide